2-[3-(3-cyclobutylpiperazin-1-yl)-1,2,4-triazin-6-yl]-5-(1H-pyrazol-4-yl)phenol C1(CCC1)C1CN(CCN1)C=1N=NC(=CN1)C1=C(C=C(C=C1)C=1C=NNC1)O